CC(C(C)O)C(CC(CC)O)CCC 3-methyl-4-propyl-octane-2,6-diol